(±)-2-(2-(7-Iodo-2-methylbenzofuran-5-yl)-4-methyl-3,4-dihydro-2H-benzo[b][1,4]oxazin-8-yl)acetic acid ethyl ester C(C)OC(CC1=CC=CC2=C1O[C@@H](CN2C)C=2C=C(C1=C(C=C(O1)C)C2)I)=O |r|